3-[4-chloro-5-methyl-3-(trifluoromethyl)pyrazol-1-yl]-N-methyl-N-(2-methyloxazolo[4,5-b]pyridin-6-yl)benzamide ClC=1C(=NN(C1C)C=1C=C(C(=O)N(C=2C=C3C(=NC2)N=C(O3)C)C)C=CC1)C(F)(F)F